acryl-1,5-pentanediamine C(=O)(C=C)C(CCCCN)N